phenyl (3-(difluoromethyl)bicyclo[1.1.1]pentan-1-yl)carbamate FC(C12CC(C1)(C2)NC(OC2=CC=CC=C2)=O)F